O=C1NC(CCC1N1C(C2=CC=C(C=C2C1=O)OCCCCCN1CCN(CC1)CC1CC(C1)OC1=NC=C(C=C1)C=1C=CC=2C3=C(N(C2C1)C)C=CN=C3)=O)=O 2-(2,6-dioxopiperidin-3-yl)-5-((5-(4-(((1r,3r)-3-((5-(5-methyl-5H-pyrido[4,3-b]indol-7-yl)pyridin-2-yl)oxy)cyclobutyl)methyl)piperazin-1-yl)pentyl)oxy)isoindoline-1,3-dione